COC=1C=C2CCCC(C2=CC1)=O 6-methoxy-3,4-dihydronaphthalene-1(2H)-one